5-(3,4-difluorophenyl)pyridin-3-amine FC=1C=C(C=CC1F)C=1C=C(C=NC1)N